benzyl-isopentyl-malonic acid dibutyl ester C(CCC)OC(C(C(=O)OCCCC)(CCC(C)C)CC1=CC=CC=C1)=O